3-(6,7-dihydrothieno[3,2-c]pyridin-5(4H)-yl)-2-hydroxypropyl 3-phenylpiperidine-1-carboxylate C1(=CC=CC=C1)C1CN(CCC1)C(=O)OCC(CN1CC2=C(CC1)SC=C2)O